4-(4-fluoro-N-isobutylphenylsulfonamido)benzoic acid FC1=CC=C(C=C1)S(=O)(=O)N(CC(C)C)C1=CC=C(C(=O)O)C=C1